B(O)(O)CCC=1C(=C(C(=O)O)C(=CC1)OC1CN(C1)C(=O)C1=NC=CC=C1)O 3-(2-Boronoethyl)-2-hydroxy-6-{[1-(pyridine-2-carbonyl)azetidin-3-yl]oxy}benzoic acid